(S)-1-(3-(phenylmethyloxy)phenyl)propan-2-ol C1(=CC=CC=C1)COC=1C=C(C=CC1)C[C@H](C)O